tert-butyl 2-bromo-1,3-benzodiazole-1-carboxylate BrC1=NC2=C(N1C(=O)OC(C)(C)C)C=CC=C2